S1C=CC2=C1C(=CC=C2)N2CCN(CC2)CCCCOC2=C1CN(C(C1=CC=C2)=O)C2C(NC(CC2)=O)=O 3-(4-(4-(4-(benzothien-7-yl)piperazin-1-yl)butoxy)-1-oxoisoindolin-2-yl)piperidine-2,6-dione